COC1=CC=2N(C=C1)C(=CN2)C2=CC(=NC=N2)NCC2=CC=C(C=C2)C=2C=NN(C2)CCO 2-[4-(4-{[6-(7-methoxy-imidazo[1,2-a]pyridin-3-yl)-pyrimidin-4-ylamino]-methyl}-phenyl)-pyrazol-1-yl]-ethanol